O=C1NC(CCC1N1C(C2=CC=CC(=C2C1)C1=CCC(CC1)NC(OC(C)(C)C)=O)=O)=O tert-Butyl (4-(2-(2,6-dioxopiperidin-3-yl)-1-oxoisoindolin-4-yl)cyclohex-3-en-1-yl)carbamate